3-((6-fluoro-2-methylpyridin-3-yl)oxy)-N-(3-((R)-N-((S)-2-hydroxypropionyl)-S-methylaminosulfinyl)phenyl)-5-methyl-6-(trifluoromethyl)pyridazine-4-carboxamide FC1=CC=C(C(=N1)C)OC=1N=NC(=C(C1C(=O)NC1=CC(=CC=C1)[S@@](=O)N(C([C@H](C)O)=O)C)C)C(F)(F)F